CCC(CCCCCCCC(CCCC)O)O pentadecane-3,11-diol